4-allyl-2-(2-methylbenzofuran-5-yl)-6-((4-propylpiperazin-1-yl)methyl)phenol C(C=C)C1=CC(=C(C(=C1)CN1CCN(CC1)CCC)O)C=1C=CC2=C(C=C(O2)C)C1